C(C)(C)(C)C=1C=C(C=C(C1O)C(C)(C)C)CCC(=O)OCCSCCOC(CCC1=CC(=C(C(=C1)C(C)(C)C)O)C(C)(C)C)=O thiodiethylene bis[3-(3,5-di-tert-butyl-4-hydroxy phenyl) propionate]